[W](=S)=S.[Ni] nickel-tungsten disulfide